Ethyl 2-methylacetoacetate (Ethyl 2-Methyl Acetoacetate) C(C)CC(C(C(=O)O)C)=O.CC(C(=O)OCC)C(=O)C